3-(4-aminophenylethyl)-2-(1-(4-bromophenyl)-3-(furan-3-yl)-1H-pyrazol-4-yl)-5-methyloxazolidin-4-one NC1=CC=C(C=C1)CCN1C(OC(C1=O)C)C=1C(=NN(C1)C1=CC=C(C=C1)Br)C1=COC=C1